(R)-1-cyclohexyl-2,2,2-trifluoroethan-1-amine hydrochloride Cl.C1(CCCCC1)[C@H](C(F)(F)F)N